1'-(4-(trifluoromethyl)phenethyl)spiro[benzo[d][1,3]oxazine-4,4'-piperidin]-2(1H)-one FC(C1=CC=C(CCN2CCC3(CC2)C2=C(NC(O3)=O)C=CC=C2)C=C1)(F)F